C(C)OC(=O)C1=C(N=C(S1)NC1=NC(=CC(=N1)N1CCOCC1)CC(NC1=CC(=C(C(=C1)OC)OC)OC)=O)C 2-[4-Morpholin-4-yl-6-[(3,4,5-trimethoxy-phenylcarbamoyl)-methyl]-pyrimidin-2-ylamino]-4-methyl-5-thiazolecarboxylic acid ethyl ester